Methyl 5-(1-hydroxyethyl)picolinate OC(C)C=1C=CC(=NC1)C(=O)OC